CC[NH-] 2-ethyl-amid